O1C2(OCC1)C[C@@H]1[C@@H](CN(C1)C(=O)OC(C)(C)C)C2 (3aR,6aS)-tert-butyl tetrahydro-1H-spiro[cyclopenta[c]pyrrole-5,2'-[1,3]dioxolane]-2(3H)-carboxylate